3-(4-(1H-pyrazol-4-yl)phenyl)-1-(2,5-difluorobenzyl)-1,3,8-triazaspiro[4.5]decan-2-one N1N=CC(=C1)C1=CC=C(C=C1)N1C(N(C2(C1)CCNCC2)CC2=C(C=CC(=C2)F)F)=O